bis-trinitroethylamide [N+](=O)([O-])C(C[N-]CC([N+](=O)[O-])([N+](=O)[O-])[N+](=O)[O-])([N+](=O)[O-])[N+](=O)[O-]